C(#N)NC1CC(C1)C(=O)NC=1SC(=CN1)[C@@H]1[C@H](CCCC1)C (1r,3r)-3-(Cyanoamino)-N-{5-[(1S,2S)-2-methylcyclohexyl]-1,3-thiazol-2-yl}cyclobutan-1-carboxamid